dimercaptoacetylbenzene SC(C(=O)C1=CC=CC=C1)S